O=C1NC(CCC1NC1=CC(=C(C=C1OC)N1CCC(CC1)CN1CCC2(CC(C2)NC(C2=CC(=CC=C2)OC)=O)CC1)F)=O N-(7-((1-(4-((2,6-dioxopiperidin-3-yl)amino)-2-fluoro-5-methoxyphenyl)piperidin-4-yl)methyl)-7-azaspiro[3.5]nonan-2-yl)-3-methoxybenzamide